BrC1=CC2=C(N3C(S2)=NC(=C3)C3=CC=C(C=C3)CC)C=C1 7-bromo-2-(4-ethylphenyl)benzo[d]imidazo[2,1-b]thiazole